(2S,2R)-Boc-4-phenyl-pyrrolidine C(=O)(OC(C)(C)C)N1CCC(C1)C1=CC=CC=C1